7-((1R,3S)-3-(6-(trifluoromethyl)pyridin-3-yl)cyclohexyl)-2-thia-7-azaspiro[3.5]nonane 2,2-dioxide FC(C1=CC=C(C=N1)[C@@H]1C[C@@H](CCC1)N1CCC2(CS(C2)(=O)=O)CC1)(F)F